[Cl-].C(CCCCCCCCCCCCCCCCCCCCC)[N+](CCO)(C)C behenyl-dimethylhydroxyethyl-ammonium chloride